aluminum bicyclo[2.2.1]heptenedicarboxylate C12(C(=CC(CC1)C2)C(=O)[O-])C(=O)[O-].[Al+3].C21(C(=CC(CC2)C1)C(=O)[O-])C(=O)[O-].C12(C(=CC(CC1)C2)C(=O)[O-])C(=O)[O-].[Al+3]